2-(4-chloro-1-(2-hydroxyethyl)-1H-pyrazol-5-yl)-4-(4-(1-ethyl-4-(trifluoromethyl)-1H-imidazol-2-yl)-3-fluorobenzyl)-6,7-dihydropyrazolo[1,5-a]pyrimidin-5(4H)-one ClC=1C=NN(C1C1=NN2C(N(C(CC2)=O)CC2=CC(=C(C=C2)C=2N(C=C(N2)C(F)(F)F)CC)F)=C1)CCO